(2S,6R)-4-(3-(4-(1H-pyrazol-3-yl)phenyl)imidazo[1,2-b]pyridazin-6-yl)-2,6-dimethylmorpholine N1N=C(C=C1)C1=CC=C(C=C1)C1=CN=C2N1N=C(C=C2)N2C[C@@H](O[C@@H](C2)C)C